C(C)(=O)[O-].[Mo+2].C(C)(=O)[O-] molybdenum (II) acetate